2-(2'-Isopropyl-7'-oxo-5'H-spiro[cyclopropane-1,4'-thieno[2,3-c]pyridin]-6'(7'H)-yl)acetic acid C(C)(C)C1=CC2=C(C(N(CC23CC3)CC(=O)O)=O)S1